C(=O)(O)C1=CC(=C(C(=C1)Cl)B(O)O)Cl 4-CARBOXY-2,6-DICHLOROPHENYLBORONIC ACID